6-bromo-8-chloro-3-(3-chlorophenyl)-3-methyl-2H-imidazo[1,5-a]pyridine-1,5-dione BrC1=CC(=C2N(C1=O)C(NC2=O)(C)C2=CC(=CC=C2)Cl)Cl